C(C1=CC=CC=C1)C1(CCN(CC1)C1=CN=NC(=C1)C1=C(C=CC=C1)O)C(=O)O 4-benzyl-1-(6-(2-hydroxyphenyl)pyridazin-4-yl)piperidine-4-carboxylic acid